[Li].C(C1CO1)OCC1CO1 glycidyl ether lithium salt